4-(2-cyanoprop-2-yl)-N-(4-methyl-3-(2-oxo-2,3-dihydro-1H-pyrrolo[2,3-c]isoquinolin-7-yl)phenyl)picolinamide C(#N)C(C)(C)C1=CC(=NC=C1)C(=O)NC1=CC(=C(C=C1)C)C=1C=CC=2C3=C(N=CC2C1)NC(C3)=O